Heneicosyl 8,8'-((3-((4-hydroxybutyl)(8-carbonyl-8-(undecyloxy)octyl)amino)propyl)azanediyl)dioctanoate OCCCCN(CCCN(CCCCCCCC(=O)[O-])CCCCCCCC(=O)OCCCCCCCCCCCCCCCCCCCCC)CCCCCCCC(OCCCCCCCCCCC)=C=O